[N+](=O)([O-])C1=C(C2=C(OCOC2)C=C1)C(C)=O (6-nitrobenzo[d][1,3]dioxin-5-yl)ethan-1-one